N-((1S)-1-(5-((4,5-dichloro-2,3-dihydro-1H-inden-2-yl)amino)pyridin-2-yl)-2,2,2-trifluoroethyl)-N-methyl-3-(methylsulfonamido)bicyclo[1.1.1]pentane-1-carboxamide ClC1=C2CC(CC2=CC=C1Cl)NC=1C=CC(=NC1)[C@@H](C(F)(F)F)N(C(=O)C12CC(C1)(C2)NS(=O)(=O)C)C